6-chloro-5-cyclopropyl-N-(5-methyl-1-(tetrahydro-2H-pyran-2-yl)-1H-pyrazol-3-yl)-2-(methylthio)pyrimidin-4-amine ClC1=C(C(=NC(=N1)SC)NC1=NN(C(=C1)C)C1OCCCC1)C1CC1